6,6'-selenobis(3-(1-(2-(4-(3-methoxyphenyl)thiazol-2-yl)hydrazino)ethyl)-2H-benzopyran-2-one) [Se](C=1C=CC2=C(C=C(C(O2)=O)C(C)NNC=2SC=C(N2)C2=CC(=CC=C2)OC)C1)C=1C=CC2=C(C=C(C(O2)=O)C(C)NNC=2SC=C(N2)C2=CC(=CC=C2)OC)C1